CC1C(=C(C=2OC3=C(C21)C=CC=C3)C3=CC=CC=C3)C 1,2-dimethyl-3-phenyl-1H-cyclopenta[b]benzofuran